(R)-2-amino-6-(3-(3-(3-hydroxy-2-(hydroxymethyl)propoxy)-2-((3-hydroxy-2-(hydroxymethyl)propoxy)methyl)propyl)ureido)hexanamide N[C@@H](C(=O)N)CCCCNC(=O)NCC(COCC(CO)CO)COCC(CO)CO